Tert-butyl 3-[4-[1-(2,6-dioxo-3-piperidyl)-3-methyl-2-oxo-benzimidazol-5-yl]-1-piperidyl]propanoate O=C1NC(CCC1N1C(N(C2=C1C=CC(=C2)C2CCN(CC2)CCC(=O)OC(C)(C)C)C)=O)=O